BrC1=NN(C2=C1C=NC(=C2)NC(C)=O)C2OCCCC2 N-(3-bromo-1-(tetrahydro-2H-pyran-2-yl)-1H-pyrazolo[4,3-c]pyridin-6-yl)acetamide